C1N(CC2=CC=CC=C12)C=1N=C2N(C(C1C)=O)C=C(C=C2C(C)NC2=C(C=CC=C2)C2=CN=NC=C2)C 2-(isoindolin-2-yl)-3,7-dimethyl-9-(1-((2-(pyridazin-4-yl)phenyl)amino)ethyl)-4H-pyrido[1,2-a]pyrimidin-4-one